N-(4-((5-fluoropyridin-2-yl)oxy)-3-methylphenyl)-3-methoxycyclobutane-1-carboxamide FC=1C=CC(=NC1)OC1=C(C=C(C=C1)NC(=O)C1CC(C1)OC)C